C(C)C=1C(=CC(=C(C1)O)F)C1=CC=C2C(=NNC2=C1)C1=NC2=C(CNCC2)N1 5-ethyl-2-fluoro-4-[3-(4,5,6,7-tetrahydro-3H-imidazo[4,5-c]pyridin-2-yl)-1H-indazol-6-yl]phenol